1,3-dimethyl-5-(3-fluorophenyl)uracil CN1C(=O)N(C(=O)C(=C1)C1=CC(=CC=C1)F)C